C(C)(C)(C)OC(=O)N1CCC(CC1)CCO 4-(2-hydroxyethyl)-1-piperidinecarboxylic acid tert-butyl ester